Cl.Cl.NC(CO)CC1=CC2=NC(=CC(=C2S1)NCC=1OC=CC1)Cl 2-amino-3-(5-chloro-7-{[(furan-2-yl)methyl]amino}thieno[3,2-b]pyridin-2-yl)propan-1-ol dihydrochloride